FC1=C(C=CC=C1OC)B(O)O 2-fluoro-3-methoxyphenylboronic acid